FC1=CC=C(C=C1)N1N=CC=2C1=CN=C(C2)N2CCN(C1(CC1)C2)S(=O)(=O)C=2C=NN(C2)CCC 1-(4-fluorophenyl)-5-(4-((1-propyl-1H-pyrazol-4-yl)sulfonyl)-4,7-diazaspiro[2.5]octan-7-yl)-1H-pyrazolo[3,4-c]pyridine